NC=1N=NC(=CC1N1CC2CCC(C1)N2C2=CC(=NC=C2)C#CCN2[C@@H]1C(C([C@H](CC2)C1)O)O)C1=C(C=CC=C1)O (1s,5r)-2-[3-[4-[3-[3-amino-6-(2-hydroxyphenyl)pyridazin-4-yl]-3,8-diazabicyclo[3.2.1]oct-8-yl]-2-pyridinyl]prop-2-ynyl]-2-azabicyclo[3.2.1]octane-6,7-diol